ClC1=CC=C(C=C1)[C@H]1N(C[C@@H](CC1)C)C(C(=O)NC1=NC=CC=C1C(=O)N)=O [[2-[(2S,5R)-2-(4-chlorophenyl)-5-methyl-1-piperidyl]-2-oxo-acetyl]amino]pyridine-3-carboxamide